bis(4-dimethylaminophenyl)methane CN(C1=CC=C(C=C1)CC1=CC=C(C=C1)N(C)C)C